5-{2-[2-(1-methyl-1H-indole-7-sulfonamido)phenyl]ethynyl}pyridine-2-carboxylic acid CN1C=CC2=CC=CC(=C12)S(=O)(=O)NC1=C(C=CC=C1)C#CC=1C=CC(=NC1)C(=O)O